6-hydroxy-1-hexanol OCCCCCCO